(10R)-tert-Butyl 10-methyl-5,6,9,10-tetrahydro-4H-isoxazolo[5,4-c]pyrido-[4',3':3,4]pyrazolo[1,5-a]azepine-11(12H)-carboxylate C[C@@H]1CC2=NN3C(C4=C(CCC3)C=NO4)=C2CN1C(=O)OC(C)(C)C